methyl 5-[4,6-difluoro-1-(2-trimethylsilylethoxymethyl)indol-5-yl]oxy-2-vinyl-benzenecarboximidothioate FC1=C2C=CN(C2=CC(=C1OC=1C=CC(=C(C1)C(=N)SC)C=C)F)COCC[Si](C)(C)C